C(C1=CC=CC=C1)(=O)NC=1C=C(C=CC1)NC(=O)N1CCN(CC1)C=1N=NC=CC1 N-(3-benzamidophenyl)-4-(pyridazin-3-yl)piperazine-1-carboxamide